2-(2-iodo-7-isopropyl-4-oxopyrazolo[1,5-d][1,2,4]triazin-5(4H)-yl)-N-(pyrimidin-4-yl)acetamide IC1=NN2C(=NN(C(C2=C1)=O)CC(=O)NC1=NC=NC=C1)C(C)C